COC1=CC(=CC2=C1C=C(O2)C(C)=O)OC 1-(4,6-dimethoxybenzofuran-2-yl)ethanone